C1(=CC=CC=C1)C1(C=CC2=CC=C3C(=CCC4=CC=C1C2=C34)N(C3=CC=C(C=C3)[Si](C)(C)C)C3=CC=CC=C3)NC3=CC=C(C=C3)[Si](C)(C)C 1,N6-diphenyl-N1,N6-bis-(4-trimethylsilylphenyl)-1H,8H-pyrene-1,6-diamine